O1CC(C1)N1N=CC(=C1)C=1C=C(C=CC1)C1=CC(=NN1)C(=O)O 5-(3-(1-(oxetan-3-yl)-1H-pyrazol-4-yl)phenyl)-1H-pyrazole-3-carboxylic acid